[1-[4-(trifluoromethoxy)phenyl]cyclopropanecarbonyl]indoline-2-carboxylic acid FC(OC1=CC=C(C=C1)C1(CC1)C(=O)N1C(CC2=CC=CC=C12)C(=O)O)(F)F